N,N-diaminoethyl-butanediamine NN(C(CCC)(N)CC)N